C(C)(C)(C)C=1N=NC=C(N1)O 3-tert-butyl-1,2,4-triazin-5-ol